1-(2-methyl-7-nitro-1,3-benzoxazol-5-yl)ethan-1-one CC=1OC2=C(N1)C=C(C=C2[N+](=O)[O-])C(C)=O